7-cyclopropyl-3-(1,2,5,6-tetrahydropyridin-3-yl)-1H-indazole C1(CC1)C=1C=CC=C2C(=NNC12)C=1CNCCC1